ClC1=C(C=NN(\C(=N/[H])\SC)C)C(=CC=C1)Cl methyl (E)-2-(2,6-dichlorobenzylidene)-1-methylhydrazine-1-carbimidothioate